2-(tert-butyl) 3-ethyl (1S,3S,5R)-5-(((methylsulfonyl)oxy)methyl)-2-azabicyclo[3.1.0]hexane-2,3-dicarboxylate CS(=O)(=O)OC[C@@]12C[C@H](N([C@H]2C1)C(=O)OC(C)(C)C)C(=O)OCC